FC1=CC=C(C=C1)C1C(C1)N1C(C2=CC=CC=C2C1=O)=O 2-[2-(4-fluoro-phenyl)-cyclopropyl]-isoindole-1,3-dione